1-(4,4-Difluorocyclohexyl)ethan-1-one FC1(CCC(CC1)C(C)=O)F